(3-bromo-5-ethoxyphenyl)(4-methyl-4H-1,2,4-triazol-3-yl)methanol BrC=1C=C(C=C(C1)OCC)C(O)C1=NN=CN1C